COC1=NC=2CC(NCC2C=C1)CCC 2-methoxy-7-(3-propyl)-5,6,7,8-tetrahydro-1,6-naphthyridine